9,9',9''-(4-(3-(4,6-diphenylpyrimidin-2-yl)phenyl)pyridine-2,3,6-triyl)tris(3,6-dimethyl-9H-carbazole) C1(=CC=CC=C1)C1=NC(=NC(=C1)C1=CC=CC=C1)C=1C=C(C=CC1)C1=C(C(=NC(=C1)N1C2=CC=C(C=C2C=2C=C(C=CC12)C)C)N1C2=CC=C(C=C2C=2C=C(C=CC12)C)C)N1C2=CC=C(C=C2C=2C=C(C=CC12)C)C